n-butyl cetyloxy phosphate P(=O)(OCCCC)(OOCCCCCCCCCCCCCCCC)[O-]